(S)-4-((1-(4-chloro-1-oxo-2-phenyl-8-(pyrimidin-2-ylthio)-1,2-dihydroisoquinolin-3-yl)ethyl)amino)pyrido[2,3-d]pyrimidin-5(8H)-one ClC1=C(N(C(C2=C(C=CC=C12)SC1=NC=CC=N1)=O)C1=CC=CC=C1)[C@H](C)NC=1C2=C(N=CN1)NC=CC2=O